1,1-dimethoxy-2-methyl-4-(1-methylvinyl)cyclohexane COC1(C(CC(CC1)C(=C)C)C)OC